N1=CN=C(C2=C1NC=C2)NC=2C=C(C=CC2N2CCOCC2)C#CC(C)(O)C 4-(3-((7H-pyrrolo[2,3-d]pyrimidin-4-yl)amino)-4-morpholinophenyl)-2-methylbut-3-yn-2-ol